ClC1=C(C=NN1C)C(=O)N1CC=2C(CC1)=C(N(N2)C)C2=CC=CC=C2 (5-chloro-1-methyl-1H-pyrazol-4-yl)(2-methyl-3-phenyl-2,4,5,7-tetrahydro-6H-pyrazolo[3,4-c]pyridin-6-yl)methanone